Ethyl 2-chloro-5-oxo-5H-benzo[4',5']oxazolo[3',2':1,6]pyrido[2,3-d]-pyrimidine-6-carboxylate ClC=1N=CC2=C(N1)N1C(=C(C2=O)C(=O)OCC)OC2=C1C=CC=C2